(1R,2S,5S)-3-(1,3-benzothiazole-2-carbonyl)-N-[(1S)-1-cyano-2-[(3S)-2-oxopyrrolidin-3-yl]ethyl]-6,6-dimethyl-3-azabicyclo[3.1.0]hexane-2-carboxamide S1C(=NC2=C1C=CC=C2)C(=O)N2[C@@H]([C@H]1C([C@H]1C2)(C)C)C(=O)N[C@@H](C[C@H]2C(NCC2)=O)C#N